O1COC=2C(=NC=CC21)CN2[C@H](CCCC2)C(=O)NC2=CC=C(C=C2)C2CC2 (R)-1-([1,3]dioxolo[4,5-c]pyridin-4-ylmethyl)-N-(4-cyclopropylphenyl)piperidine-2-carboxamide